C1OC[C@@H]2[C@H]1CN(C2)C2=NC=CC(=N2)N 2-((3aR,6aS)-tetrahydro-1H-furo[3,4-c]pyrrol-5(3H)-yl)pyrimidin-4-amine